ONC(C1=CC=C(C=C1)CN1C(N(C(C2=CC=CC=C12)=O)C1=C(C(=CC=C1)C(F)(F)F)C)=O)=O N-hydroxy-4-((3-(2-methyl-3-(trifluoromethyl)phenyl)-2,4-dioxo-3,4-dihydroquinazolin-1(2H)-yl)methyl)benzamide